tert-butyl 5-methyl-1,2,3,6-tetrahydropyridine-1-carboxylate CC1=CCCN(C1)C(=O)OC(C)(C)C